NCC(CNCC1=CC=2N(N=C1)C=C(N2)[C@H](C2CCC(CC2)(F)F)NC(OC(C)(C)C)=O)(C)C tert-Butyl (S)-((7-(((3-amino-2,2-dimethylpropyl)amino)methyl)imidazo[1,2-b]pyridazin-2-yl)(4,4-difluorocyclohexyl)methyl)carbamate